dichloro(4-methyl-isopropylbenzene) ruthenium (II) [Ru+2].ClC=1C(=C(C=CC1C)C(C)C)Cl